Tert-butyl (E)-(2-((2-(((4-(3,5-bis(methoxy-d3)styryl-d6)phenoxy)carbonyl) amino)ethyl)amino)-2-oxoethyl)carbamate C(OC1(C(C(/C(=C(/C2=CC=C(OC(=O)NCCNC(CNC(OC(C)(C)C)=O)=O)C=C2)\[2H])/[2H])(C=C(C1)OC([2H])([2H])[2H])[2H])([2H])[2H])[2H])([2H])([2H])[2H]